FC=1C=C2CNCN(C2=CC1)C(C)C 6-fluoro-1-isopropyl-2,3-dihydroquinazolin